4-((3R,5R)-5-hydroxy-tetrahydro-2H-pyran-3-ylamino)-2-((1r,4R)-4-methoxycyclohexylamino)pyrimidine-5-carboxamide O[C@@H]1C[C@H](COC1)NC1=NC(=NC=C1C(=O)N)NC1CCC(CC1)OC